(1-(6-amino-9H-purin-9-yl))propane NC1=C2N=CN(C2=NC=N1)CCC